4-(diethylamino)-N-(1-(4-methoxyphenyl)-9-methyl-9H-pyrido[3,4-b]indol-3-yl)benzamide C(C)N(C1=CC=C(C(=O)NC2=CC3=C(N(C4=CC=CC=C34)C)C(=N2)C2=CC=C(C=C2)OC)C=C1)CC